2-acetyloctanal C(C)(=O)C(C=O)CCCCCC